((R)-1-((R)-4-methoxy-2-(pyrazine-2-carboxamido)butanamido)-4-phenylbutyl)boronic acid COCC[C@H](C(=O)N[C@@H](CCCC1=CC=CC=C1)B(O)O)NC(=O)C1=NC=CN=C1